(S)-2-(3-chlorophenyl)-N-(3-(1-((2-ethyl-2H-pyrazolo[3,4-b]pyrazin-6-yl)amino)ethyl)phenyl)acetamide ClC=1C=C(C=CC1)CC(=O)NC1=CC(=CC=C1)[C@H](C)NC=1C=NC=2C(N1)=NN(C2)CC